C1C(CC2=CC=CC=C12)NC(=O)C1=CC(=CC(=N1)NC(OC(C)(C)C)=O)NC1=C(C=C(C=C1)C)OC Tert-butyl (6-((2,3-dihydro-1H-inden-2-yl)carbamoyl)-4-((2-methoxy-4-methylphenyl)-amino)pyridin-2-yl)carbamate